C(C1=CC=CC=C1)N(CC(=O)OC(C)(C)C)CCBr tert-butyl N-benzyl-N-(2-bromoethyl)glycinate